FC1=C(C=CC(=C1)F)[C@@H]1N(CCC1)C1=NC=2N(C=C1)N=CC2C2=CC=CC(=N2)N2CCN(CC2)CC=2C=C1CN(C(C1=C(C2)F)=O)C2C(NC(CC2)=O)=O 3-(5-((4-(6-(5-((R)-2-(2,4-difluorophenyl)pyrrolidin-1-yl)pyrazolo[1,5-a]pyrimidin-3-yl)pyridin-2-yl)piperazin-1-yl)methyl)-7-fluoro-1-oxoisoindolin-2-yl)piperidine-2,6-dione